C(C1=CC=CC=C1)OCCCCCOCCOCCO 2-(2-((5-(benzyloxy)pentyl)oxy)ethoxy)ethanol